(S)-methyl-(1-oxoprop-2-yl)carbamic acid tert-butyl ester C(C)(C)(C)OC(N([C@H](C=O)C)C)=O